C(\C=C\C(=O)O)(=O)O.C1(CC1)(C(=O)N)C(=O)N cyclopropane-1,1-dicarboxamide fumarate